C1=C(NC=N1)C[C@@H](C(=O)O)NC(=O)[C@H](CC(=O)O)N The molecule is a dipeptide composed of L-aspartic acid and L-histidine joined by a peptide linkage. It has a role as a metabolite. It derives from a L-aspartic acid and a L-histidine.